ClCC(=O)N1C2=C(OC[C@@H]1C1CC1)N=CC(=C2)CC2=CC=C(C=C2)F (S)-2-chloro-1-(2-cyclopropyl-7-(4-fluorobenzyl)-2,3-dihydro-1H-pyrido[2,3-b][1,4]oxazin-1-yl)ethan-1-one